2-fluoro-N-[2-[(E)-3-(methylamino)-3-oxo-prop-1-enyl]thieno[3,2-c]pyridin-4-yl]-N-[(3R)-3-piperidyl]-4-(triazolo[4,5-b]pyridin-3-yl)benzamide FC1=C(C(=O)N([C@H]2CNCCC2)C2=NC=CC3=C2C=C(S3)\C=C\C(=O)NC)C=CC(=C1)N1N=NC=3C1=NC=CC3